BrC1=C(C=C(C=C1)C1=CC=C(C=C1)C#N)Cl 4'-bromo-3'-chloro-[1,1'-biphenyl]-4-carbonitrile